C(C1=CC=CC=C1)OC1=NC(=CC=C1C1=CC=C(C=C1)N1CCC(CC1)C(=O)OCC)OCC1=CC=CC=C1 ethyl 1-(4-(2,6-dibenzyloxy-3-pyridyl)phenyl)piperidine-4-carboxylate